[N+](=O)([O-])C1=C(C=C(C=C1)C(C#C)=O)OS(=O)(=O)F.FC(OC1=NNC2=CN=C(C(=C21)C2=CC(=C(C=C2)S(=O)(=O)C)C)C(=O)N)F 3-(difluoromethoxy)-4-(3-methyl-4-methyl-sulfonyl-phenyl)-1H-pyrazolo[3,4-c]pyridine-5-carboxamide 2-nitro-5-propioloylphenyl-sulfurofluoridate